C(C)(C)(C)OC(N(C)C1CCC(CC1)CN)=O ((1r,4r)-4-(aminomethyl)cyclohexyl)(methyl)carbamic acid tert-butyl ester